ClC=1C(=CC(=C(C1)S(=O)(=O)NC1=NC=NS1)F)NCC1=C(C=C(C=C1)Cl)N1CCCC1 5-chloro-4-((4-chloro-2-(pyrrolidin-1-yl)benzyl)amino)-2-fluoro-N-(1,2,4-thiadiazol-5-yl)benzenesulfonamide